2,6,10,14-tetramethylol-2,6,10,14-tetramethyl-4,8,12-trioxa-1,15-pentadecanediol C(O)C(CO)(COCC(COCC(COCC(CO)(C)CO)(C)CO)(C)CO)C